4-(4-(7-fluoro-1-Boc-1H-indol-3-yl)furan-2-yl)-4-oxobutyric acid methyl ester COC(CCC(=O)C=1OC=C(C1)C1=CN(C2=C(C=CC=C12)F)C(=O)OC(C)(C)C)=O